2-(4-methylphenyl)-2,3-naphthyridin CC1=CC=C(C=C1)N1CC2=CC=CC=C2C=N1